N,N'-bis(2,5-dimethylcyclopentyl)-1,4-diaminobutane CC1C(C(CC1)C)NCCCCNC1C(CCC1C)C